acryloxyethyl-maleic acid C(C=C)(=O)OCC/C(/C(=O)O)=C/C(=O)O